C1(CC1)CN1N=CC(=C1)C1CN(C[C@H](O1)C)S(=O)(=O)C1=CC=C(C)C=C1 (6R)-2-[1-(cyclopropylmethyl)pyrazol-4-yl]-6-methyl-4-(p-toluenesulfonyl)morpholine